COC=1C=C(C=CC1OC)C1=CC2=NC=C(C=C2N1C)C1=CC=C(C=C1)N1CCN(CC1)C(C)C 2-(3,4-Dimethoxyphenyl)-6-(4-(4-isopropylpiperazin-1-yl)phenyl)-1-methyl-1H-pyrrolo[3,2-b]pyridine